OC(C)(C)C1CCN(CC1)CC1=C(C(=NC=C1)C=1C=C2CN(C(C2=CC1)=O)C1C(NC(CC1)=O)=O)OC 3-(5-(4-((4-(2-hydroxypropan-2-yl)piperidin-1-yl)methyl)-3-methoxypyridin-2-yl)-1-oxoisoindolin-2-yl)piperidine-2,6-dione